ClC1=NC=C(C=C1F)B(O)O 2-CHLORO-3-FLUOROPYRIDINE-5-BORONIC ACID